tert-butyl (S)-4-(4-(((2-(2,6-dioxopiperidin-3-yl-3-d)-1,3-dioxoisoindolin-4-yl)amino)methyl)-1H-pyrazol-1-yl)piperidine-1-carboxylate O=C1NC(CC[C@]1([2H])N1C(C2=CC=CC(=C2C1=O)NCC=1C=NN(C1)C1CCN(CC1)C(=O)OC(C)(C)C)=O)=O